N1=CC=C(C=C1)C(=O)N1CCCC1 Pyridin-4-yl-(pyrrolidin-1-yl)methanone